(1R,4s)-4-(3-(((R)-2-(3-Fluorophenyl)-2-hydroxyethyl)amino)-3-methyl-butyl)cyclohexan-1-ol FC=1C=C(C=CC1)[C@H](CNC(CCC1CCC(CC1)O)(C)C)O